ClC1=NC2=CC=CC=C2N=C1N1CCN(CC1)CC 2-chloro-3-(4-ethylpiperazin-1-yl)quinoxaline